Cl.FC(C=1C(=C(C=CC1)[C@@H](C)N)F)(F)F (R)-1-(3-(trifluoromethyl)-2-fluorophenyl)ethane-1-amine hydrochloride